(R)-4-(2-oxopyrrolidin-1-yl)-3-(4-methylphenyl)-N-((R)-1-(5-(trifluoromethyl)pyridin-2-yl)ethyl)-4,5-dihydro-1H-pyrazole-1-carboxamide O=C1N(CCC1)[C@H]1C(=NN(C1)C(=O)N[C@H](C)C1=NC=C(C=C1)C(F)(F)F)C1=CC=C(C=C1)C